alpha-D-glucopyranosyl-(1→2)-beta-D-fructofuranose [C@H]1([C@H](O)[C@@H](O)[C@H](O)[C@H](O1)CO)O[C@@]1(CO)[C@@H](O)[C@H](O)[C@H](O1)CO